1-fluoro-N-((6S,7S)-6-((2-fluoro-[1,1'-biphenyl]-3-yl)methyl)-5-((R)-tetrahydrofuran-2-carbonyl)-5-azaspiro[2.4]heptan-7-yl)methanesulfonamide FCS(=O)(=O)N[C@@H]1[C@@H](N(CC12CC2)C(=O)[C@@H]2OCCC2)CC=2C(=C(C=CC2)C2=CC=CC=C2)F